FC=1C=C(C#N)C=CC1N1CCN(CC1)CC1=CC=C(C=C1)C(C=1C=2C3=C(C(NC3=CC1)=O)C=CC2)O 3-fluoro-4-[4-[[4-[hydroxy-(2-oxo-1H-benzo[cd]indol-6-yl)methyl]phenyl]methyl]piperazin-1-yl]benzonitrile